FC1=CC=C(C=C1)C1=NN2C(=NC=3C=CC=C(C3C2=N1)C#N)N[C@H]1C(NCCCC1)=O 2-(4-fluorophenyl)-5-{[(3R)-2-oxoazepan-3-yl]amino}[1,2,4]triazolo[1,5-c]quinazoline-10-carbonitrile